5-chloro-3-(4-ethoxy-3-methoxyphenyl)-1,2,4-oxadiazole ClC1=NC(=NO1)C1=CC(=C(C=C1)OCC)OC